N-(1-(1-(1-acryloylpiperidin-4-yl)azetidin-3-yl)-3-(difluoromethyl)-1H-pyrazol-4-yl)-6-(1H-pyrazol-4-yl)-2-pyridineamide C(C=C)(=O)N1CCC(CC1)N1CC(C1)N1N=C(C(=C1)NC(=O)C1=NC(=CC=C1)C=1C=NNC1)C(F)F